ethyl-d5 (S)-6-diazo-2-((S)-2-methoxypropanamido)-5-oxohexanoate [N+](=[N-])=CC(CC[C@@H](C(=O)OC(C([2H])([2H])[2H])([2H])[2H])NC([C@H](C)OC)=O)=O